CN=[S@@](=O)(C)C1=NC=CC(=C1)NC(OCC1=CC=CC=C1)=O |r| rac-benzyl N-[2-(N,S-dimethylsulfonimidoyl)-4-pyridyl]carbamate